(S)-1-(4-((1-(5-(3,5-difluorophenyl)-4,5-dihydro-1H-pyrazole-1-carbonyl)azetidin-3-yl)oxy)-5-fluoropyridin-2-yl)-5-methyl-1H-pyrazole-4-carboxamide FC=1C=C(C=C(C1)F)[C@@H]1CC=NN1C(=O)N1CC(C1)OC1=CC(=NC=C1F)N1N=CC(=C1C)C(=O)N